[C@H]1(CCCC2=CC=CC=C12)O (R)-1,2,3,4-tetrahydro-1-naphthol